5-n-propyl-imidazole C(CC)C1=CN=CN1